BrC1=C(C=CC=C1F)C1N=C(NC(=C1C(=O)OC)[C@@H]1CC[C@H](CC1)C=1OC=C(N1)CC(=O)OCC)C=1SC=CN1 (trans)-Methyl 4-(2-bromo-3-fluorophenyl)-6-(4-(4-(2-ethoxy-2-oxoethyl)oxazol-2-yl)cyclohexyl)-2-(thiazol-2-yl)-1,4-dihydropyrimidine-5-carboxylate